ClC=1C=C(C=C(C1)NS(=O)(=O)C)C1=NN(C=C1C(=O)N)C1=NC=CC=C1COC1=CC=CC=C1 (3-chloro-5-methanesulfonamidophenyl)-1-[3-(phenoxymethyl)pyridin-2-yl]-1H-pyrazole-4-carboxamide